4-{(9,9-dimethylfluoren-2-yl)-anilino}-4'-(biphenyl-4-yl-anilino)-2-phenyl-biphenyl CC1(C2=CC=CC=C2C=2C=CC(=CC12)N(C1=CC=CC=C1)C1=CC(=C(C=C1)C1=CC=C(C=C1)N(C1=CC=CC=C1)C1=CC=C(C=C1)C1=CC=CC=C1)C1=CC=CC=C1)C